C(C)N1C2=C(C(C(C1=O)NC(C1=CC(=CC=C1)C(F)(F)F)=O)C1=CC=C(C=C1)F)C(=NN2C2=CC=CC=C2)C(=O)NC 7-ethyl-4-(4-fluorophenyl)-N-methyl-6-oxo-1-phenyl-5-[3-(trifluoromethyl)benzamido]-4H,5H-pyrazolo[3,4-b]pyridine-3-carboxamide